The molecule is a disaccharide derivative comprising two N-acetyl-alpha-D-glucosamine residues linked (1->3), with a 6-aminopentylphospho group linked to each O-6 and with the anomeric carbon at the reducing end linked (1->2) to the O-2 of D-glyceric acid. CC(=O)N[C@@H]1[C@H]([C@@H]([C@H](O[C@@H]1O[C@@H]2[C@H]([C@H](O[C@@H]([C@H]2O)COP(=O)(O)OCCCCCN)O[C@H](CO)C(=O)O)NC(=O)C)COP(=O)(O)OCCCCCN)O)O